C(CCCCC)(=O)OC(C)C Isopropyl Hexanoate